N=1C=NN2C1C=C(C=C2)OC2=C(C=C(C=C2)NC2=NC=NC1=CC=C(C=C21)OC2CC1CCC(C2)N1C(C=C)=O)C 1-(exo-3-((4-((4-([1,2,4]Triazolo[1,5-a]pyridin-7-yloxy)-3-methylphenyl)amino)quinazolin-6-yl)oxy)-8-azabicyclo[3.2.1]octan-8-yl)prop-2-en-1-one